(R)-7-methoxy-2-methyl-N-(1-(3-nitro-5-(trifluoromethyl)phenyl)ethyl)-6-(piperidine-4-yl)quinazolin-4-amine COC1=C(C=C2C(=NC(=NC2=C1)C)N[C@H](C)C1=CC(=CC(=C1)C(F)(F)F)[N+](=O)[O-])C1CCNCC1